C(#C)[C@]1(C=CC(O1)N1C(NC(C(=C1)F)=O)=O)CO 1-((5R)-5-ethynyl-5-(hydroxymethyl)-2,5-dihydrofuran-2-yl)-5-fluoropyrimidine-2,4(1H,3H)-dione